2-[4-[1-[4-(2-hydroxyethoxy)-3,5-di(naphthalen-2-yl)-phenyl]-1-methyl-ethyl]-2,6-di(naphthalen-2-yl)-phenoxy]ethanol OCCOC1=C(C=C(C=C1C1=CC2=CC=CC=C2C=C1)C(C)(C)C1=CC(=C(OCCO)C(=C1)C1=CC2=CC=CC=C2C=C1)C1=CC2=CC=CC=C2C=C1)C1=CC2=CC=CC=C2C=C1